FC1=C(C(=CC=C1)O)C1=CC=C2C=NC(N(C2=C1)C=1C(=NC=CC1C)C(C)C)=O 7-(2-fluoro-6-hydroxyphenyl)-1-(2-isopropyl-4-methylpyridin-3-yl)quinazolin-2(1H)-one